3-(6-((1-(1-((1-fluorocyclopropyl)methyl)piperidin-4-yl)-1H-pyrazol-4-yl)methyl)-2-oxobenzo[cd]indol-1(2H)-yl)piperidine-2,6-dione FC1(CC1)CN1CCC(CC1)N1N=CC(=C1)CC=1C=2C3=C(C(N(C3=CC1)C1C(NC(CC1)=O)=O)=O)C=CC2